The molecule is an apo carotenoid sesquiterpenoid that consists of a cylohexene ring substituted by methyl groups at positions 2, 6 and 6 and a (1E)-1-(formyloxy)-2-methylbut-1-en-4-yl group at position 2. It has a role as an animal metabolite and a luciferin. It is an apo carotenoid sesquiterpenoid and a formate ester. CC1=C(C(CCC1)(C)C)CC/C(=C/OC=O)/C